bis[4-(4-aminophenoxy) phenoxy] sulfone NC1=CC=C(OC2=CC=C(OS(=O)(=O)OC3=CC=C(C=C3)OC3=CC=C(C=C3)N)C=C2)C=C1